C(C)(C)(C)OC(=O)N[C@H](C(=O)OC)C(C)C methyl (2S)-2-[(tert-butoxycarbonyl)amino]-3-methylbutanoate